C(C)C12CNCC2C1CO (1-ethyl-3-azabicyclo[3.1.0]hexane-6-yl)methanol